3-methoxy-4-[3-(4-methylpiperazin-1-yl)propoxy]Benzaldehyde COC=1C=C(C=O)C=CC1OCCCN1CCN(CC1)C